N-(2-(chloromethyl)phenyl)-4-Meth-ylbenzenesulfonamide ClCC1=C(C=CC=C1)NS(=O)(=O)C1=CC=C(C=C1)C